COC=1C=C2C(=NC(=NC2=CC1OC)C)NC(C)C=1SC(=C(C1)C)C1=C(C=CC=C1)CNC 6,7-dimethoxy-2-methyl-N-[1-(4-methyl-5-{2-[(methylamino)methyl]phenyl}thiophen-2-yl)ethyl]quinazolin-4-amine